FC(C1CCC(CC1)CN)(F)F [[4-(trifluoromethyl)cyclohexyl]methyl]amine